FC=1C=C(C=C(C1F)F)[C@@H](CC)N=C=O (R)-(+)-1-(3,4,5-trifluorophenyl)propyl isocyanate